2-fluoro-5-(3-(2-methoxypyridin-3-yl)pyrazolo[1,5-a]pyrimidin-5-yl)-3-neopentyl-4,5,6,7-tetrahydro-3H-imidazo[4,5-c]pyridine FC1=NC2=C(CN(CC2)C2=NC=3N(C=C2)N=CC3C=3C(=NC=CC3)OC)N1CC(C)(C)C